ClC=1C=C(C=C(C1)Cl)C1=NOC(C1)(C(=O)O)C 3-(3,5-dichlorophenyl)-5-methyl-4,5-dihydroisoxazole-5-carboxylic acid